ClC=1C=C2C(N3C(=NC2=CC1)[C@H]1CCCN([C@@H]1CC3)C)=O |r| (±)-(4aR,13bS)-10-chloro-4-methyl-1,2,3,4,4a,5,6,13b-octahydro-8H-[1,6]naphthyridino[5,6-b]quinazolin-8-one